[F-].C(CC)[NH+]1CCC(CC1)C 1-Propyl-4-Methylpiperidinium fluorid